FC=1C=C(CN2C(N3C(C[C@@H]2COC)=CC(=N3)C3=NC(=NC=C3C)NC3=CC=NN3C)=O)C=CC1F (R)-6-(3,4-difluorobenzyl)-5-(methoxymethyl)-2-(5-methyl-2-((1-methyl-1H-pyrazol-5-yl)amino)pyrimidin-4-yl)-5,6-dihydropyrazolo[1,5-c]pyrimidin-7(4H)-one